C(C)(C)N(P(C1=CC=CC=C1)C1=CC=CC=C1)P(C1=CC=CC=C1)C1=CC=CC=C1 N-isopropyl-bis(diphenylphosphino)amine